C12(CC(C1)C2)N2C=C(C(=CC2=O)NCC21CC(C2)(C1)OC)C(=O)N[C@H](C)C1=C(C(=CC=C1)C(F)F)F (R)-1-(bicyclo[1.1.1]pent-1-yl)-N-(1-(3-(difluoromethyl)-2-fluorophenyl)ethyl)-4-(((3-methoxybicyclo[1.1.1]pent-1-yl)methyl)amino)-6-oxo-1,6-dihydropyridine-3-carboxamide